CN1CCN(CC1)C1=CC=C(C=N1)NC=1N=CC2=C(N1)NC=C2C2=CC=1N(C=C2)N=CC1C(=O)NC1CCN(CC1)C 5-(2-((6-(4-methylpiperazin-1-yl)pyridin-3-yl)amino)-7H-pyrrolo[2,3-d]pyrimidin-5-yl)-N-(1-methylpiperidin-4-yl)pyrazolo[1,5-a]pyridine-3-carboxamide